2-tertiary butyl-9,10-bis(naphthalen-2-yl)anthracene C(C)(C)(C)C1=CC2=C(C3=CC=CC=C3C(=C2C=C1)C1=CC2=CC=CC=C2C=C1)C1=CC2=CC=CC=C2C=C1